[Na+].[Na+].C(=O)([O-])C1=C(C=CC=C1)C=1C2=CC(=C(C(=C2OC2=C(C(C(=CC12)I)=O)I)I)O)I.C(=O)([O-])C1=C(C=CC=C1)C=1C2=CC(=C(C(=C2OC2=C(C(C(=CC12)I)=O)I)I)O)I 9-(o-carboxyphenyl)-6-hydroxy-2,4,5,7-tetraiodo-3H-xanthen-3-one, disodium salt